Uranium-Lead [Pb].[U]